C(C)(C)(C)O[Sn] tert-butoxystannum